C(C)(C)(C)NS(=O)(=O)C1=CC=C(C=C1)NC(=O)C1CC=2C=NC=CC2N1C(C1=CC=C(C=C1)F)=O N-(4-(N-tert-butylsulfamoyl)phenyl)-1-(4-fluorobenzoyl)-2,3-dihydro-1H-pyrrolo[3,2-c]pyridine-2-carboxamide